C12CC(CC(CC1)N2)OC=2C=C1C(=NC=NC1=CC2OC)NC2=C(C(=C(C=C2)OC2=CC1=C(N(C=N1)C)C=C2)C)F 6-((endo-8-Azabicyclo[3.2.1]octan-3-yl)oxy)-N-(2-fluoro-3-methyl-4-((1-methyl-1H-benzo[d]imidazol-5-yl)oxy)phenyl)-7-methoxyquinazolin-4-amine